ClC=1C=C2C(=CNC2=CC1)NC1=NC2=C(N1CC)C=CC(=C2)C(F)(F)F N-(5-Chloro-1H-indol-3-yl)-1-ethyl-5-(trifluoromethyl)-1H-benzo[d]imidazol-2-amine